COC(C1CCN(CC1)C1=CC=C(C=C1)C1C(COC2=CC(=CC=C12)O)C1=CC=CC=C1)OC 4-(4-(4-(dimethoxymethyl)piperidin-1-yl)phenyl)-3-phenylchroman-7-ol